O1C(CCCC1)ONCCCC(=O)[O-] 4-(((tetrahydro-2H-pyran-2-yl)oxy)amino)butanoate